O1CCN(CC1)C12CCC(CC1)(CC2)C(=O)Cl 4-morpholinobicyclo[2.2.2]octane-1-carbonyl chloride